NC1=C2C=NC=NC2=C(C=C1C1=C(C=C(C=C1)OC1=NC=CC=C1)F)C=1C=C(C=CC1)NC(C=C)=O N-(3-(5-amino-6-(2-fluoro-4-(pyridin-2-yloxy)phenyl)quinazolin-8-yl)phenyl)acrylamide